4-bromo-N-ethylbenzenesulfonimidoyl chloride BrC1=CC=C(C=C1)S(=O)(=NCC)Cl